5-(3-benzyl-1-((1-methyl-1H-imidazol-4-yl)sulfonyl)pyrrolidin-3-yl)-1-(4-fluorophenyl)-6-methyl-1H-indazole C(C1=CC=CC=C1)C1(CN(CC1)S(=O)(=O)C=1N=CN(C1)C)C=1C=C2C=NN(C2=CC1C)C1=CC=C(C=C1)F